CNC(=O)C1=CC(=CC=2[C@H](COC21)C2=CC=CC=C2)C(=O)NC2=NN(C=N2)C |r| (+/-)-N7-methyl-N5-(1-methyl-1H-1,2,4-triazol-3-yl)-3-phenyl-2,3-dihydrobenzofuran-5,7-dicarboxamide